((R)-S-(difluoromethyl)sulfonimidoyl)-N-((2-(6-((2R,6S)-2,6-dimethylmorpholino)-4-fluoropyridin-2-yl)-1,6-naphthyridin-7-yl)methyl)benzamide FC([S@@](=O)(=N)C1=C(C(=O)NCC2=NC=C3C=CC(=NC3=C2)C2=NC(=CC(=C2)F)N2C[C@H](O[C@H](C2)C)C)C=CC=C1)F